N-(2-methyl-1-((3-(trifluoromethyl)pyridin-2-yl)oxy)propan-2-yl)-2-(1-methylpyrrolidin-2-yl)acetamide CC(COC1=NC=CC=C1C(F)(F)F)(C)NC(CC1N(CCC1)C)=O